C12C(CCC(C1(C)C)C2)C[NH-] N-(pinan-10-yl)amide